6,6-bis((7,7,8,8,8-pentafluorooctyl)oxy)hexanoic acid FC(CCCCCCOC(CCCCC(=O)O)OCCCCCCC(C(F)(F)F)(F)F)(C(F)(F)F)F